7-fluoro-5-(1-isopropylpyrazol-4-yl)-1H-indol-3-amine hydrochloride tert-Butyl-N-[7-fluoro-5-(1-isopropylpyrazol-4-yl)-1H-indol-3-yl]carbamate C(C)(C)(C)OC(NC1=CNC2=C(C=C(C=C12)C=1C=NN(C1)C(C)C)F)=O.Cl.FC=1C=C(C=C2C(=CNC12)N)C=1C=NN(C1)C(C)C